isoxazol-5-yl chloride O1N=CC=C1Cl